C(C)C(COC1=CC(CCC1)=O)CCCC 3-(2-ethylhexyloxy)cyclohex-2-en-1-one